(2s,6s)-2-((4-bromophenoxy)methyl)-6-cyclopropyl-1,4-dioxan BrC1=CC=C(OC[C@H]2O[C@H](COC2)C2CC2)C=C1